Trans-3-((6-(3-methyl-4-(((4-phenylpyrimidin-2-yl)amino)methyl)isoxazol-5-yl)pyridin-3-yl)oxy)cyclopentane-1-carboxylic acid CC1=NOC(=C1CNC1=NC=CC(=N1)C1=CC=CC=C1)C1=CC=C(C=N1)O[C@@H]1C[C@H](CC1)C(=O)O